C(C)(=O)N[C@H]([C@@](C)(OC)C1N(CCC1)\C=C/C)CCC (5R)-((1R)-acetamido-(2S)-methoxy-(2S)-methylpentyl)-(4S)-Z-propenyl-pyrrolidine